9,9-bis[N-(4-aminobenzoyl)-3-amino-4-hydroxyphenyl]fluorene NC1=CC=C(C(=O)NC=2C=C(C=CC2O)C2(C3=CC=CC=C3C=3C=CC=CC23)C2=CC(=C(C=C2)O)NC(C2=CC=C(C=C2)N)=O)C=C1